C(C)(C)(C)OC(=O)N1CCC(=CC1)C=1C=C(C=2N(C1)C=C(N2)C2=CC(=C(C=C2)OC)OC)C 4-(2-(3,4-Dimethoxyphenyl)-8-methylimidazo[1,2-a]pyridin-6-yl)-3,6-dihydropyridine-1(2H)-carboxylic acid tert-butyl ester